O[C@@H]1[C@H](O[C@H]([C@@H]1O)N1C2=NC=NC(=C2N=C1)NCCCO)COCP(O)(O)=O [(2R,3S,4R,5R)-3,4-dihydroxy-5-[6-(3-hydroxypropylamino)-purin-9-yl]tetrahydro-furan-2-yl]methoxy-methylphosphonic acid